ClC1=C(C2=C(NC(O[C@@]23CN(CCC3)C(=O)C=3C=NNC3)=O)C=C1)F (R)-6-chloro-5-fluoro-1'-(1H-pyrazole-4-carbonyl)spiro[benzo[d][1,3]oxazin-4,3'-piperidin]-2(1H)-one